The molecule is a leukotriene that is (7E,9E,11Z,14Z)-icosa-7,9,11,14-tetraenoic acid substituted by a hydroxy group at position 5 (5S) and an N-acetyl-L-cystein-S-yl group at position 6 (6R); it is a major bilary metabolite of cysteinyl leukotrienes. It has a role as a human urinary metabolite. It derives from a leukotriene E4. CCCCC/C=C\\C/C=C\\C=C\\C=C\\[C@H]([C@H](CCCC(=O)O)O)SCC(C(=O)O)NC(=O)C